The molecule is a member of the class dodecylbenzenesulfonic acids that is benzenesulfonic acid in which the hydrogen at position 3 of the phenyl ring is substituted by a dodecyl group. CCCCCCCCCCCCC1=CC(=CC=C1)S(=O)(=O)O